bromosulfur barium boron rubidium [Rb].[B].[Ba].Br[S]